O1C=NC=CC=C1 1,3-oxazepin